(1,3-Dimethyl-azetidin-3-yl)-{3-[5-(4-fluoro-tetrahydro-pyran-4-yl)-[1,2,4]oxadiazol-3-yl]-phenyl}-(4-isopropyl-phenyl)-methanol CN1CC(C1)(C)C(O)(C1=CC=C(C=C1)C(C)C)C1=CC(=CC=C1)C1=NOC(=N1)C1(CCOCC1)F